C1(CC1)[C@@H]1N(CC[C@@H](C1)O)C=1C=CC(=NC1C(=O)N[C@H]1CN(CC1)C)C=1C(=NC=CC1)OCC 5-[cis-2-cyclopropyl-4-hydroxypiperidin-1-yl]-2'-ethoxy-N-[(3R)-1-methylpyrrolidin-3-yl]-[2,3'-bipyridine]-6-carboxamide